(S) or (R)-2-((R)-1,2-dihydroxypropan-2-yl)-N'-((3-oxo-1,2,3,5,6,7-hexahydro-s-indacen-4-yl)carbamoyl)thiazole-5-sulfonimidamide OC[C@@](C)(O)C=1SC(=CN1)[S@](=O)(N)=NC(NC1=C2C(CCC2=CC=2CCCC12)=O)=O |o1:10|